NCCOCCOCCNC1=C2C(N(C(C2=CC=C1)=O)C1C(NC(CC1)=O)=O)=O 4-((2-(2-(2-aminoethoxy)ethoxy)-ethyl)amino)-2-(2,6-dioxo-piperidin-3-yl)isoindoline-1,3-dione